BrC1=CC(=C2C(=NN(C2=C1)C)I)F 6-bromo-4-fluoro-3-iodo-1-methyl-indazole